ClC=1C(=NC(=NC1)N[C@@H]1CNCCC1)C=1C=C(C=CC1)C1=CC=C(C=C1)F (S)-5-chloro-4-(4'-fluoro-[1,1'-biphenyl]-3-yl)-N-(piperidin-3-yl)pyrimidin-2-amine